4-(2-(2,6-dioxopiperidin-3-yl)-7-fluoro-1-oxoisoindolin-4-yl)but-3-yn O=C1NC(CCC1N1C(C2=C(C=CC(=C2C1)C#CCC)F)=O)=O